C(C)(C)(C)OC(NCC=1C(NC(=CC1C(F)(F)F)C)=O)=O (6-Methyl-2-oxo-4-(trifluoromethyl)-1,2-dihydropyridin-3-yl)methyl-carbamic acid tert-butyl ester